4-(5-cyclopropyl-1,2,4-oxadiazol-3-yl)-N-{(1R,6S)-2,2-difluoro-6-[4-(propan-2-yl)piperazin-1-yl]cyclohexyl}-4-methylpiperidin-1-carboxamide C1(CC1)C1=NC(=NO1)C1(CCN(CC1)C(=O)N[C@H]1C(CCC[C@@H]1N1CCN(CC1)C(C)C)(F)F)C